3-chloro-2-[2-[3-[2-(2,6-dioxo-3-piperidyl)-1-oxo-isoindolin-5-yl]propoxy]ethoxy]-5-[1-methyl-1-[4-[(2-methylsulfonylpyrimidin-4-yl)methoxy]phenyl]ethyl]benzonitrile ClC=1C(=C(C#N)C=C(C1)C(C)(C1=CC=C(C=C1)OCC1=NC(=NC=C1)S(=O)(=O)C)C)OCCOCCCC=1C=C2CN(C(C2=CC1)=O)C1C(NC(CC1)=O)=O